Isoquinoline-4,6-dione hydrochloride Cl.C=1N=CC(C2=CC(C=CC12)=O)=O